[C@H]12CN(C[C@H](CC1)N2)C2=NC(=NC1=C(C(=CC=C21)C=2C=C(N)C=C(C2)C(F)(F)F)F)OC[C@]21CCCN1C[C@@H](C2)F 3-(4-((1R,5S)-3,8-diazabicyclo[3.2.1]octan-3-yl)-8-fluoro-2-(((2R,7aS)-2-fluorotetrahydro-1H-pyrrolizin-7a(5H)-yl)methoxy)quinazolin-7-yl)-5-(trifluoromethyl)aniline